NC1=CC=C(C=C1)C=1C=C(C=CC1)Br 3-(4-aminophenyl)bromobenzene